C(=C\C1=CC=CC=C1)/C=1C=C(C=CC1)B(O)O (E)-(3-styrylphenyl)boronic acid